NC1=CC(=NN1C1=CC=C(C=C1)Cl)C 5-amino-1-(4-chlorophenyl)-3-methylpyrazole